[Cu].[Ag].[Pd] Palladium-Silver-Copper